(2R,3R,4S,5R)-5-(6-amino-2-fluoro-9H-purin-9-yl)-4-fluoro-2-(hydroxymethyl)-2-vinyltetrahydrofuran-3-ol NC1=C2N=CN(C2=NC(=N1)F)[C@H]1[C@H]([C@@H]([C@@](O1)(C=C)CO)O)F